1-(2-(6-Chloro-3-((5-chloropyrimidin-2-yl)amino)-9H-carbazol-1-yl)ethyl)guanidine ClC=1C=C2C=3C=C(C=C(C3NC2=CC1)CCNC(=N)N)NC1=NC=C(C=N1)Cl